ClC1=NC(=NC2=CC=C(C=C12)Cl)C(=O)OC methyl 4,6-dichloroquinazoline-2-carboxylate